7-(6-fluoropyridin-3-yl)-8,9,10,11-tetrahydro-3H-pyrazolo[4,3-a]phenanthridine FC1=CC=C(C=N1)C1=NC2=CC=C3C(=C2C=2CCCCC12)C=NN3